6-Chloro-3-[5-(3-methoxyphenyl)-3-isoxazolyl]-1H-indazol ClC1=CC=C2C(=NNC2=C1)C1=NOC(=C1)C1=CC(=CC=C1)OC